2-geranyl-5-propylbenzene-1,3-diol C(\C=C(/C)\CCC=C(C)C)C1=C(C=C(C=C1O)CCC)O